C(C1=CC=CC=C1)(=O)NC[C@H](C(=O)OC)[C@@H](C)O methyl (2S,3R)-2-[(benzoylamino) methyl]-3-hydroxybutyrate